FC1(CC=2C=CC(=CC12)[C@H](NC(=O)[C@H]1NC(NC1)=O)C1=CC=C(C=C1)OC(F)(F)F)F (S)-N-((R)-(8,8-difluorobicyclo[4.2.0]octa-1(6),2,4-trien-3-yl)(4-(trifluoromethoxy)-phenyl)methyl)-2-oxoimidazolidine-4-carboxamide